N1(N=CC=C1)P(O)(O)=O pyrazol-1-yl-phosphonic acid